2,2-di-tert-butylphenyl-carbodiimide C(C)(C)(C)C1(C(C=CC=C1)N=C=N)C(C)(C)C